6-[2'-(4-fluorophenyl)-4',5'-dihydrospiro[1,3-dioxolane-2,6'-pyrazolo[1,5-a]pyrimidin]-3'-yl]-2-(2-methylphenyl)pyridazin-3(2H)-one FC1=CC=C(C=C1)C1=NN2C(NCC3(C2)OCCO3)=C1C=1C=CC(N(N1)C1=C(C=CC=C1)C)=O